CS(=O)(=O)OC(C=CCCl)COC1=CC=C(C=C1)[N+](=O)[O-] 4-chloro-1-(4-nitrophenoxymethyl)-but-2-enyl methylsulfonate